Cl.Cl.NC(C(=O)N[C@H](C(=O)NCC=1C=NC(=CC1)N)C)CC=CC1=CC=CC=C1 2-amino-N-((S)-1-(((6-aminopyridin-3-yl)methyl)amino)-1-oxopropan-2-yl)-5-phenylpent-4-enamide dihydrochloride